4-(benzyloxy)-6-(1-methyl-1H-pyrazol-4-yl)pyrazolo[1,5-a]Pyrazine-3-carbonitrile C(C1=CC=CC=C1)OC=1C=2N(C=C(N1)C=1C=NN(C1)C)N=CC2C#N